tert-butyl (3S)-3-amino-6-[tert-butoxycarbonyl(methyl)amino]hexanoate N[C@H](CC(=O)OC(C)(C)C)CCCN(C)C(=O)OC(C)(C)C